1-bromo-3-chloro-5-fluoro-2-((4-methoxyphenoxy)methyl)benzene BrC1=C(C(=CC(=C1)F)Cl)COC1=CC=C(C=C1)OC